N-((3S,4S)-3-((2-(2,6-dichloro-3,5-dimethoxyphenyl)-4-(3-methoxy-3-methylpyrrolidin-1-yl)pyrido[3,4-d]pyrimidin-6-yl)amino)tetrahydro-2H-pyran-4-yl)acrylamide ClC1=C(C(=C(C=C1OC)OC)Cl)C=1N=C(C2=C(N1)C=NC(=C2)N[C@@H]2COCC[C@@H]2NC(C=C)=O)N2CC(CC2)(C)OC